N1C=CC2=CC=C(C=C12)C=1C=NNC1 4-(1H-indol-6-yl)-1H-pyrazol